magnesium bromide format C(=O)[O-].[Br-].[Mg+2]